(1s,4s)-4-(2-((3R,4R)-3-fluorotetrahydro-2H-pyran-4-ylamino)-8-(2,4,6-trifluorophenylamino)-9H-purin-9-yl)cyclohexanecarboxamide F[C@H]1COCC[C@H]1NC1=NC=C2N=C(N(C2=N1)C1CCC(CC1)C(=O)N)NC1=C(C=C(C=C1F)F)F